N-[(6-Amino-2-pyridyl)sulfonyl]-6-(3-isopropoxypyrazol-1-yl)-2-[(4S)-2,2,4-trimethylpyrrolidin-1-yl]pyridin-3-carboxamid NC1=CC=CC(=N1)S(=O)(=O)NC(=O)C=1C(=NC(=CC1)N1N=C(C=C1)OC(C)C)N1C(C[C@@H](C1)C)(C)C